C(C)OC(=O)C=1NC2=C(C=CC=C2C1)NC(C(CC)Br)=O 7-(2-bromobutyrylamino)-1H-indole-2-carboxylic acid ethyl ester